O=P1CCN(CC1)C1=NC=C(C=N1)F 4-oxido-1-(5-(fluoro)pyrimidin-2-yl)-1,4-azaphosphinan